C(C)OC(=O)C1=C(NC2=C(C=CC=C2C1=O)Cl)C1=CC=CC=C1 8-chloro-4-oxo-2-phenyl-1,4-dihydroquinoline-3-carboxylic acid ethyl ester